7-chloro-2-(hydroxymethyl)-5-[1-(1H-pyrazol-3-yl)ethyl]-1-methyl-4,5-dihydroimidazo[4,5-c]quinolin-4-one ClC=1C=CC=2C3=C(C(N(C2C1)C(C)C1=NNC=C1)=O)N=C(N3C)CO